FC=1C(=C(CNC(C2=C(N=C(C=C2)C)OC)=O)C=CC1)CN1CCOCC1 N-(3-fluoro-2-(morpholinomethyl)benzyl)-2-methoxy-6-methylnicotinamide